(Z)-3-(hydroxy-imino)-1-(1-((1s,4s)-4-isopropylcyclohexyl)piperidin-4-yl)-2-oxoindolin-5-yl carbamate C(N)(OC=1C=C2/C(/C(N(C2=CC1)C1CCN(CC1)C1CCC(CC1)C(C)C)=O)=N/O)=O